N1(CCC=CC1)CC(COC1=C(C=CC=C1)C)O (3,6-dihydropyridin-1(2H)-yl)-3-(o-tolyloxy)propan-2-ol